1-(1,1'-biphenyl-4-yl)-1H-pyrrole-2,5-dione C1(=CC=C(C=C1)N1C(C=CC1=O)=O)C1=CC=CC=C1